methyl 5-(difluoromethyl)pyridine-3-carboxylate FC(C=1C=C(C=NC1)C(=O)OC)F